FC1=CC(=CC2=C1N=CS2)C(=O)N 4-fluorobenzo[d]thiazole-6-amide